propylene carbonate (carbonate) C(O)(O)=O.C1(OCC(C)O1)=O